Tert-butyl 5-(1-(tert-butoxycarbonyl) piperidin-4-yl)-2-(5-chloro-1-methyl-6-oxo-1,6-dihydropyridin-3-yl)-3-isopropyl-1H-indole-1-carboxylate C(C)(C)(C)OC(=O)N1CCC(CC1)C=1C=C2C(=C(N(C2=CC1)C(=O)OC(C)(C)C)C1=CN(C(C(=C1)Cl)=O)C)C(C)C